C[C@@]1(N(CCC1)C=O)[C@H](CC(F)(F)F)O ((S)-2-methyl-2-((S)-3,3,3-trifluoro-1-hydroxypropyl)pyrrolidin-1-yl)methanone